methyl 1-[(1,3-dioxolan-2-yl)methyl]-2-oxo-1,2-dihydropyridine-3-carboxylate O1C(OCC1)CN1C(C(=CC=C1)C(=O)OC)=O